N-benzyldiazidoacetamide C(C1=CC=CC=C1)NC(C(N=[N+]=[N-])N=[N+]=[N-])=O